BrC=1C=C2C(N(C(C2=CC1)(C1=CC=C(C=C1)Cl)OCC1(CC1)C#N)CC1=CC=C(C=C1)Cl)=O 1-(((5-bromo-2-(4-chlorophenylmethyl)-1-(4-chlorophenyl)-3-oxoisoindolin-1-yl)oxy)methyl)cyclopropane-1-carbonitrile